ClC=1C=CC=C2C=CC=C(C12)C1CC=2N=C(N=C(C2CO1)N1C[C@@H](NCC1)CC#N)OC[C@H]1N(CCC1)C 2-((2S)-4-(7-(8-chloronaphthalen-1-yl)-2-(((S)-1-methylpyrrolidin-2-yl)methoxy)-7,8-dihydro-5H-pyrano[4,3-d]pyrimidin-4-yl)piperazin-2-yl)acetonitrile